4,4''-bis(3-(tert-butyl)-9H-carbazol-9-yl)-5'-(4-(3-(tert-butyl)-9H-carbazol-9-yl)phenyl)-4'-(pyridin-4-yl)-6'-(9H-pyrido[2,3-b]indol-9-yl)-[1,1':3',1''-terphenyl]-2'-carbonitrile C(C)(C)(C)C=1C=CC=2N(C3=CC=CC=C3C2C1)C1=CC=C(C=C1)C1=C(C(=C(C(=C1N1C2=C(C3=CC=CC=C13)C=CC=N2)C2=CC=C(C=C2)N2C1=CC=CC=C1C=1C=C(C=CC21)C(C)(C)C)C2=CC=NC=C2)C2=CC=C(C=C2)N2C1=CC=CC=C1C=1C=C(C=CC21)C(C)(C)C)C#N